(5aS,6aR)-5a-(5-bromo-2-fluorophenyl)-3-thioxo-2,3,5,5a,6,6a-hexahydrocyclopropa[3,4]pyrrolo[1,2-c]imidazol-1-yl-1-morpholinoethan-1-one BrC=1C=CC(=C(C1)[C@]12[C@H](C=3N(C(NC3CC(=O)N3CCOCC3)=S)C1)C2)F